(6-fluoro-4-phenyl-3,4-dihydroquinoxalin-1(2H)-yl)-2-morpholinopropan-1-one FC=1C=C2N(CCN(C2=CC1)C(C(C)N1CCOCC1)=O)C1=CC=CC=C1